ClC=1C=CC=2C3=C(C(N(C2C1)C1=C(C=CC=C1)C(F)(F)F)=O)N=C(N3C)CC3=CC=C(C=C3)OC 7-chloro-2-(4-methoxybenzyl)-1-methyl-5-(2-(trifluoromethyl)phenyl)-1,5-dihydro-4H-imidazo[4,5-c]quinolin-4-one